C1(=CC=C(C=C1)P(C1=C(SC(=C1P(C1=CC=C(C=C1)C)C1=CC=C(C=C1)C)C1CCCCC1)C1CCCCC1)C1=CC=C(C=C1)C)C 3,4-bis(di-p-tolylphosphino)-2,5-dicyclohexylthiophene